racemic-7-(6-(1-(1-(4-fluorophenyl)ethyl)-1H-pyrazol-4-yl)pyridin-2-yl)-[1,2,4]triazolo[1,5-a]pyridin-2-amine FC1=CC=C(C=C1)[C@@H](C)N1N=CC(=C1)C1=CC=CC(=N1)C1=CC=2N(C=C1)N=C(N2)N |r|